2-chloro-5-fluorobenzyl bromide ClC1=C(CBr)C=C(C=C1)F